CC(CNC(=O)C1=NC(=C(C=C1N)C(F)(F)F)Br)(C)N1CCCCC1 3-Amino-6-bromo-5-trifluoromethyl-pyridine-2-carboxylic acid (2-methyl-2-piperidin-1-yl-propyl)-amide